5-bromo-1H-1,2,4-triazole-3-amine BrC1=NC(=NN1)N